(S)-2-((4-(6-((5-fluoro-2-methyl-2H-indazol-6-yl)methoxy)pyridin-2-yl)piperidin-1-yl)methyl)-1-(oxetan-2-ylmethyl)-1H-benzo[d]imidazole-6-carboxylic acid FC1=CC2=CN(N=C2C=C1COC1=CC=CC(=N1)C1CCN(CC1)CC1=NC2=C(N1C[C@H]1OCC1)C=C(C=C2)C(=O)O)C